aluminum bis(hexadecanoate) C(CCCCCCCCCCCCCCC)(=O)[O-].C(CCCCCCCCCCCCCCC)(=O)[O-].[Al+2]